2-(2,6-dioxopiperidin-3-yl)-5-(3-((1-(4-(1-(4-hydroxyphenyl)-2-phenylbut-1-en-1-yl)phenyl)piperidin-4-yl)methyl)-3,6-diazabicyclo[3.1.1]heptan-6-yl)isoindoline-1,3-dione O=C1NC(CCC1N1C(C2=CC=C(C=C2C1=O)N1C2CN(CC1C2)CC2CCN(CC2)C2=CC=C(C=C2)C(=C(CC)C2=CC=CC=C2)C2=CC=C(C=C2)O)=O)=O